O1CCN(CC1)C1=NC=NC=N1 6-morpholino-1,3,5-triazin